C(C)(C)(C)OC(NC(C)(C)C1=NC=C2N1C=CC=C2C)=O (2-(8-methylimidazo[1,5-a]pyridin-3-yl)propan-2-yl)carbamic acid tert-butyl ester